1-methyl-1-(4-biphenylyl)ethyl carbamate C(N)(OC(C)(C1=CC=C(C=C1)C1=CC=CC=C1)C)=O